1-((1R,4R)-5-(8-((3-chloro-4-(difluoromethoxy)-2-fluorophenyl)amino)pyrimido[5,4-d]pyrimidin-2-yl)-2,5-diazabicyclo[2.2.2]octan-2-yl)prop-2-en-1-one ClC=1C(=C(C=CC1OC(F)F)NC1=NC=NC2=C1N=C(N=C2)N2[C@H]1CN([C@@H](C2)CC1)C(C=C)=O)F